C=C(CO)CC 2-Methylenebutanol